C(C)(C)(C)C=1C=CC=2NC3=CC=CC=C3C2C1 3-(tert-butyl)-9H-carbazol